4-[(E)-3-[4-[(E)-(2-Methylidenecyclopropylidene)-methyl]phenyl]-3-oxoprop-1-enyl]benzoic acid C=C1\C(\C1)=C\C1=CC=C(C=C1)C(/C=C/C1=CC=C(C(=O)O)C=C1)=O